2-methyl-1-phenylpropan-1-amine CC(C(N)C1=CC=CC=C1)C